N-(2-((1S,4S)-2,5-diazabicyclo[2.2.1]heptan-2-yl)-5-fluorophenyl)-4-(2-fluoro-6-methoxyphenyl)thiazole-2-carboxamide [C@@H]12N(C[C@@H](NC1)C2)C2=C(C=C(C=C2)F)NC(=O)C=2SC=C(N2)C2=C(C=CC=C2OC)F